COC(=O)C1=CC2=C(C=3C4=C(NC=C4CN2C2=NC=C(C=C2F)F)C(N(C3)C)=O)C=C1CS(=O)C 7-(3,5-difluoropyridin-2-yl)-2-methyl-10-((methylsulfinyl)methyl)-3-oxo-3,4,6,7-tetrahydro-2H-2,4,7-triazadibenzo[cd,f]azulene-9-carboxylic acid methyl ester